C(C)OC(=O)C1=CC2=NC(=C(C=C2N1)Br)N(CC1=CC=C(C=C1)OC)CC1=CC=C(C=C1)OC 5-(bis(4-methoxybenzyl)amino)-6-bromo-1H-pyrrolo[3,2-b]pyridine-2-carboxylic acid ethyl ester